6-(benzyloxy)-N,N-dimethylpyridin-2-amine C(C1=CC=CC=C1)OC1=CC=CC(=N1)N(C)C